(S)-2-((S)-4,4-difluoro-6'-oxo-[3,3'-bipiperidin]-1-yl)-N-(5-(2,4-difluorophenoxy)pyridin-2-yl)propanamide FC1([C@H](CN(CC1)[C@H](C(=O)NC1=NC=C(C=C1)OC1=C(C=C(C=C1)F)F)C)C1CNC(CC1)=O)F